FC1=C(C=CC(=C1)C(F)(F)F)NC(=O)[C@H]1[C@@H]([C@H](CCC1)C1=CC=C(C=C1)N(S(=O)(=O)C1=CC2=C(N(C(=N2)C)C)C=C1)C)C(=O)O (1R,2R,6S)-2-{[2-fluoro-4-(trifluoromethyl)phenyl]carbamoyl}-6-[4-(N-methyl-1,2-dimethyl-1H-1,3-benzodiazole-5-sulfonamido)phenyl]cyclohexane-1-carboxylic acid